F[B-](F)(F)F.C[N+]1(CCCC1)CCCC N-methyl-N-butyl-pyrrolidinium tetrafluoroborate